(+)-(4R)-4-[3-[3-[6-[3-hydroxy-3-(trifluoromethyl)pyrrolidin-1-yl]-3-pyridinyl]azetidin-1-yl]-3-oxo-propyl]oxazolidin-2-one OC1(CN(CC1)C1=CC=C(C=N1)C1CN(C1)C(CC[C@H]1NC(OC1)=O)=O)C(F)(F)F